6-fluoro-5-phenoxy-4,7-bis[5-(2-phenoxyphenyl)-2-thienyl]benzo[c]1,2,5-thiadiazole FC=1C(=C(C=2C(=NSN2)C1C=1SC(=CC1)C1=C(C=CC=C1)OC1=CC=CC=C1)C=1SC(=CC1)C1=C(C=CC=C1)OC1=CC=CC=C1)OC1=CC=CC=C1